2,4-difluoro-5-nitrobenzamide FC1=C(C(=O)N)C=C(C(=C1)F)[N+](=O)[O-]